C(C)OC(CC1CN(CCCC1)C(=O)OC(C)(C)C)=O tert-butyl 3-(2-ethoxy-2-oxoethyl)azepane-1-carboxylate